CC(/C=C/CC#N)(C)C (E)-5,5-dimethylhex-3-enenitrile